(2R,4R,5R)-2-(tert-butyl)-5-cyclobutyl-3-formyl-1,3-selenazolidine-4-carboxylic acid methyl ester COC(=O)[C@H]1N([C@H]([Se][C@@H]1C1CCC1)C(C)(C)C)C=O